2-((4,4,6,6-tetraoxido-1,3,5,2,4,6-trioxatriphosphinan-2-yl)oxy)benzoate O=P1(OP(OP(O1)([O-])=O)OC1=C(C(=O)[O-])C=CC=C1)[O-]